O1COCC2=C1C=CC(=C2)C(OC2CN(C2)C(=O)OC(C)(C)C)C2=CC1=C(OCOC1)C=C2 tert-butyl 3-(bis(4H-benzo[d][1,3]dioxin-6-yl)methoxy)azetidine-1-carboxylate